(R)-7-((1-Hydroxypropan-2-yl)amino)-N-(2-(methylsulfonyl)ethyl)-2-phenylthiazolo[5,4-b]pyridin-6-carboxamid OC[C@@H](C)NC1=C2C(=NC=C1C(=O)NCCS(=O)(=O)C)SC(=N2)C2=CC=CC=C2